CN1C(N(C2=CC(=CC=C2C1)C(=O)NCC1=C(C=C(C=C1F)F)F)CC=1N=C(OC1)C)=O 3-methyl-1-((2-methyl-oxazol-4-yl)methyl)-2-oxo-N-(2,4,6-trifluorobenzyl)-1,2,3,4-tetrahydroquinazoline-7-carboxamide